FC1=C(C(=C(C=C1OC)OC)F)N1C(N(C2=C(C1)C=NC1=C2C=C(N1)CN1C=NC=C1)C)=O 3-(2,6-difluoro-3,5-dimethoxyphenyl)-8-(1H-imidazol-1-ylmethyl)-1-methyl-1,3,4,7-tetrahydro-2H-pyrrolo[3',2':5,6]pyrido[4,3-d]pyrimidin-2-one